COCOCCCC(CC(CC(CC(C)I)C)C)C 10-iodo-4,6,8-trimethylundecyl methoxymethyl ether